Methyl (S)-2-amino-4-methoxy-1-(oxetan-2-ylmethyl)-1H-benzo[d]imidazole-6-carboxylate NC1=NC2=C(N1C[C@H]1OCC1)C=C(C=C2OC)C(=O)OC